2-([3α,12α-Dihydroxy-24-oxo-5β-cholan-24-yl]amino)ethanesulfonic acid O[C@H]1C[C@H]2CC[C@H]3[C@@H]4CC[C@H]([C@@H](CCC(=O)NCCS(=O)(=O)O)C)[C@]4([C@H](C[C@@H]3[C@]2(CC1)C)O)C